Cl[Si](CCCCCCCC[Si](Cl)(Cl)Cl)(Cl)Cl 1,8-bis(trichlorosilyl)OCTANE